FC(CN(C1=NC=2N(C3=C1C(=CN=C3)F)C=NN2)C2=CC(=CC(=C2)F)C#CC2(CC2)C(F)F)F N-(2,2-difluoroethyl)-N-(3-((1-(difluoromethyl)cyclopropyl)ethynyl)-5-fluorophenyl)-6-fluoropyrido[4,3-e][1,2,4]triazolo[4,3-a]pyrimidin-5-amine